dihydroxycinnamic acid methacrylate C(C(=C)C)(=O)O.OC(=C(C(=O)O)O)C1=CC=CC=C1